rel-tert-butyl (R)-Methyl((5-(pyridazin-4-yl)isochroman-1-yl)methyl)carbamate CN(C(OC(C)(C)C)=O)C[C@@H]1OCCC2=C(C=CC=C12)C1=CN=NC=C1 |o1:10|